O=[S@]1(=N[C@H](CC1)C1=CC=CC=C1)C1=CC=C(C(=O)O)C=C1 |r| rac-4-((1s,3r)-1-oxo-3-phenyl-4,5-dihydro-3H-1λ6-isothiazol-1-yl)benzoic acid